O=C(C(=O)[O-])CCC(=O)[O-].[Fe+2] iron alpha-ketoglutarate